BrC=1C(=NN(C1C)C=1SC=C(N1)C(=O)OCC)C1=CC=C(C=C1)F ethyl 2-(4-bromo-3-(4-fluorophenyl)-5-methyl-1H-pyrazol-1-yl)thiazole-4-carboxylate